OC1=C(C(=CC(=C1)C)O)C(C)=O 1-(2,6-dihydroxy-4-methylphenyl)ethan-1-one